(S)-tert-butyl 4-methoxy-3-oxopentanoate CO[C@H](C(CC(=O)OC(C)(C)C)=O)C